2-(1-cyclopropyl-ethyl)oxirane C1(CC1)C(C)C1OC1